4-(4-(5-(2-cyclopropylethynyl)-3,3-dimethyl-1H,2H,3H-pyrrolo[3,2-b]pyridin-1-yl)-1,3,5-triazin-2-yl)-N1-(2-(dimethylamino)ethyl)-5-methoxy-N1-methylbenzene-1,2,4-triamine C1(CC1)C#CC1=CC=C2C(=N1)C(CN2C2=NC(=NC=N2)C2(CC(=C(C=C2OC)N(C)CCN(C)C)N)N)(C)C